6-bromo-1-methyl-4-(4,4,4-trifluoro-1-phenylbutyl)-1,4-dihydropyrazolo[3',4':4,5]Pyrrolo[3,2-b]Pyridine-3-carboxylic acid methyl ester COC(=O)C1=NN(C2=C1N(C=1C2=NC=C(C1)Br)C(CCC(F)(F)F)C1=CC=CC=C1)C